ethyl 2-[4-[3-(3-bromo-2-methyl-phenoxy)-2-methyl-propyl]-1-piperidyl]acetate BrC=1C(=C(OCC(CC2CCN(CC2)CC(=O)OCC)C)C=CC1)C